2-[1-[6-Methyl-2-(2-methyl-1,3-benzoxazol-5-yl)-4-oxo-chromen-8-yl]ethylamino]benzoic acid CC=1C=C2C(C=C(OC2=C(C1)C(C)NC1=C(C(=O)O)C=CC=C1)C=1C=CC2=C(N=C(O2)C)C1)=O